2-[(3-{6-[(4-chloro-2-fluorophenoxy)methyl]-5-fluoropyridin-2-yl}-2,5-dihydro-1H-pyrrol-1-yl)methyl]-4-fluoro-1-{[(2S)-oxetan-2-yl]methyl}-1H-1,3-benzodiazole-6-carboxylic acid ClC1=CC(=C(OCC2=C(C=CC(=N2)C=2CN(CC2)CC2=NC3=C(N2C[C@H]2OCC2)C=C(C=C3F)C(=O)O)F)C=C1)F